C(C)(=O)OC1[C@H](OC(C)=O)[C@@H](OC(C)=O)[C@H](OC(C)=O)[C@H](O1)C(=O)OC methyl 1,2,3,4-tetra-O-acetyl-α,β-glucopyranosuronate